N,N-diphenylaniline-4-d C1(=CC=CC=C1)N(C1=CC=C(C=C1)[2H])C1=CC=CC=C1